ClCC=1C=C2NC(C=3N(C2=CC1)N=CC3C)=O 7-(chloromethyl)-3-methylpyrazolo[1,5-a]quinoxalin-4(5H)-one